FC1=C(C(=CC=C1)C)C=1C=C/2C(=CN1)NC(\C2=C(\C)/NC2=NN(C=C2)C(C#N)(C)C)=O (Z)-2-(3-((1-(5-(2-Fluoro-6-methylphenyl)-2-oxo-1H-pyrrolo[2,3-c]pyridin-3(2H)-ylidene)ethyl)amino)-1H-pyrazol-1-yl)-2-methylpropanenitrile